C(=C)C=1C(=C(C#N)C=CC1F)C(F)(F)F 3-Vinyl-4-fluoro-2-(trifluoromethyl)benzonitrile